4-((4-(2-(3,4-dimethoxyphenyl)-3-methyl-1H-indol-5-yl)piperidin-1-yl)methyl)-N,N-dimethylaniline COC=1C=C(C=CC1OC)C=1NC2=CC=C(C=C2C1C)C1CCN(CC1)CC1=CC=C(N(C)C)C=C1